gamma-glutamylisoleucine N[C@@H](CCC(=O)N[C@@H]([C@@H](C)CC)C(=O)O)C(=O)O